1-(2-(8-bromooctyloxy)-4-methoxy-3-morpholinomethylphenyl)ethan-1-one BrCCCCCCCCOC1=C(C=CC(=C1CN1CCOCC1)OC)C(C)=O